2-methyl-N-[(1s,4s)-4-{[2-(difluoromethyl)imidazo[1,2-a]pyridin-5-yl]amino}cyclohexyl]-1H-imidazo[4,5-b]pyridine-7-carboxamide CC=1NC=2C(=NC=CC2C(=O)NC2CCC(CC2)NC2=CC=CC=3N2C=C(N3)C(F)F)N1